IC(CO)CCC 2-iodo-1-pentanol